2-(3-(benzyloxy)phenyl)ethan-1-ol C(C1=CC=CC=C1)OC=1C=C(C=CC1)CCO